N[C@@H]1CN(CC1)C1=CC=CC(=N1)C(=O)NC=1C=C2C(=NC1N1CCCCC1)N=C(S2)N2CCCCC2 (S)-6-(3-aminopyrrolidin-1-yl)-N-(2,5-di(piperidin-1-yl)thiazolo[4,5-b]pyridin-6-yl)picolinamide